[Si](C1=CC=CC=C1)(C1=CC=CC=C1)(C(C)(C)C)O[C@H]1C[C@]2(CCCN2C1)CO ((2S,7aR)-2-((tert-butyldiphenylsilyl)oxy)tetrahydro-1H-pyrrolizin-7a(5H)-yl)methanol